CC1CC(OC1(C(F)(F)F)C)=O 4,5-dimethyl-5-(trifluoromethyl)dihydrofuran-2(3H)-one